C=CC=CC pentadien